FC1=C(C(=CC(=C1)F)OCCOC)C=1C2=C(C(=NC1C=1SC=3CN(CCC3N1)C(C=C)=O)C=1C=C3CCNCC3=CC1)C(=CS2)F 1-[2-[7-[2,4-difluoro-6-(2-methoxyethoxy)phenyl]-3-fluoro-4-(1,2,3,4-tetrahydroisoquinolin-6-yl)thieno[3,2-c]pyridin-6-yl]-6,7-dihydro-4H-thiazolo[5,4-c]pyridin-5-yl]prop-2-en-1-one